3',4'-dimethoxyflavonol COC=1C=C(C=2OC3=CC=CC=C3C(C2O)=O)C=CC1OC